Boc-3-Iodo-D-tyrosin C(=O)(OC(C)(C)C)N[C@H](CC1=CC(=C(C=C1)O)I)C(=O)O